ClC=1C(=NC(=NC1)N1C[C@H]([C@@H](CC1)NC1=CC=C2C(=NN(C2=C1)C)C1C(NC(CC1)=O)=O)C)NC=1C=C2C=C(C=3N(C2=CC1)C=CN3)OC 3-(6-(((3R,4R)-1-(5-chloro-4-((4-methoxyimidazo[1,2-a]quinolin-7-yl)amino)pyrimidin-2-yl)-3-methylpiperidin-4-yl)amino)-1-methyl-1H-indazol-3-yl)piperidine-2,6-dione